FC(C=1C=C(C(=O)NC(C)C=2C(=NC=CN2)N2N=CC(=N2)C(=O)NC2=C(C=C(C=C2)Cl)Cl)C=C(C1)C(F)(F)F)(F)F 2-[3-[1-[[3,5-bis(trifluoromethyl)benzoyl]amino]ethyl]pyrazin-2-yl]-N-(2,4-dichlorophenyl)triazole-4-carboxamide